N-[3-chloro-2-fluoro-4-[[(3S)-tetrahydrofuran-3-yl]methoxy]phenyl]-6-(1,6-diazaspiro[3.3]heptan-6-yl)pyrido[3,2-d]pyrimidin-4-amine ClC=1C(=C(C=CC1OC[C@@H]1COCC1)NC=1C2=C(N=CN1)C=CC(=N2)N2CC1(CCN1)C2)F